6-Isobutyl-N-[(2-oxo-1H-pyridin-3-yl)sulfonyl]-2-[(4S)-2,2,4-trimethylpyrrolidin-1-yl]pyridin-3-carboxamid C(C(C)C)C1=CC=C(C(=N1)N1C(C[C@@H](C1)C)(C)C)C(=O)NS(=O)(=O)C=1C(NC=CC1)=O